1-ethyl-3-methyl-imidazolium morpholine salt N1CCOCC1.C(C)N1C=[N+](C=C1)C